N[C@@H]1C=2C(=CC=CC2CC12CCN(CC2)C2=CN=C1C(=N2)N(N=C1N1CCCC2=NC=CC=C12)C1OCCCC1)C#N (3S)-3-amino-1'-[1-(oxan-2-yl)-3-(1,2,3,4-tetrahydro-1,5-naphthyridin-1-yl)-1H-pyrazolo[3,4-b]pyrazin-6-yl]-1,3-dihydrospiro[indene-2,4'-piperidine]-4-carbonitrile